(R)-4-(4-iodobenzyl)-3-methylmorpholine IC1=CC=C(CN2[C@@H](COCC2)C)C=C1